CN1C(=NC=C1CN1C(=NN=C1)C=1C=NC2=CC(=NC(=C2C1)OC1CCC(CC1)NC1=NC=CC=N1)N1CCOCC1)[N+](=O)[O-] N-[4-[[3-[4-[(3-Methyl-2-nitro-imidazol-4-yl)methyl]-1,2,4-triazol-3-yl]-7-morpholino-1,6-naphthyridin-5-yl]oxy]cyclohexyl]pyrimidin-2-amine